C1(=CC=CC=C1)C12CC3CC(CC(C1)C3)C2 phenyladamantan